3,4,4-trifluorobut-3-en-1-yl 2-methyl-2-(5-methyl-3-(trifluoromethyl)-1H-pyrazol-1-yl)propanoate CC(C(=O)OCCC(=C(F)F)F)(C)N1N=C(C=C1C)C(F)(F)F